ketene-imine C=C=N